C(#N)C1=CC=C(C=N1)CNC(=O)C=1C(=C2C=CC(=NC2=CN1)N1CCNCC1)O N-((6-cyanopyridin-3-yl)methyl)-5-hydroxy-2-(piperazin-1-yl)-1,7-naphthyridine-6-carboxamide